(S)-(tert-butyl 1-(3-(3-((5-(difluoromethoxy) pyridin-2-yl) oxy) phenyl)-1,2,4-oxadiazol-5-yl)-3-hydroxypropan-2-yl) carbamate C(N)(O[C@@H](CC1=NC(=NO1)C1=CC(=CC=C1)OC1=NC=C(C=C1)OC(F)F)C(O)C(C)(C)C)=O